NC1=C2C(=C3C(=N1)C=C(N3)C(=O)N([C@@H](C)C3=NC=C(C=C3F)C(F)(F)F)C3CCC3)COC2 (S)-5-amino-N-cyclobutyl-N-(1-(3-fluoro-5-(trifluoromethyl)pyridin-2-yl)ethyl)-6,8-dihydro-1H-furo[3,4-d]pyrrolo[3,2-b]pyridine-2-carboxamide